BrC1=CC(=CC(=C1)[N+](=O)[O-])OC(F)F 1-bromo-3-(difluoromethoxy)-5-nitrobenzene